OCC(C)(C)C1OCC(CO1)(O)CC 2-(2-hydroxy-1,1-dimethylethyl)-5-ethyl-5-hydroxy-1,3-dioxane